O=CC[C@@H]1[C@@H]2CC[C@H](CN1C(=O)OCC[Si](C)(C)C)N2C(=O)OC(C)(C)C 8-(tert-butyl) 3-(2-(trimethylsilyl)ethyl) (1S,2R,5R)-2-(2-oxoethyl)-3,8-diazabicyclo[3.2.1]octane-3,8-dicarboxylate